5-(6-amino-4-methylpyridin-3-yl)indolin-2-one NC1=CC(=C(C=N1)C=1C=C2CC(NC2=CC1)=O)C